5-bromo-N,N-dimethyl-1H-indole-2-carboxamide BrC=1C=C2C=C(NC2=CC1)C(=O)N(C)C